C(C)OC=1C=CC(=NC1)C(NC=1SC(=CC1)C)=S 5-ethoxy-N-(5-methylthiophene-2-yl)pyridine-2-thioamide